hydroxy-2,2-dimethylacetophenone OC(C(=O)C1=CC=CC=C1)(C)C